6-{[(2S,8R)-9-(benzyloxy)-8-hydroxy-9-oxo-8-(trifluoromethyl)non-6-yn-2-yl]oxy}-3-nitro-5-(trifluoromethyl)pyridine-2-carboxylic acid methyl ester COC(=O)C1=NC(=C(C=C1[N+](=O)[O-])C(F)(F)F)O[C@@H](C)CCCC#C[C@@](C(=O)OCC1=CC=CC=C1)(C(F)(F)F)O